OC1=C(C=CC(=C1)OCCCCCCCC)C1=NC(=NC(=N1)C1=C(C=C(C=C1)OCCCCCCCC)O)C1=C(C=C(C=C1)OCCCCCCCC)O 2,4,6-tris-(2-hydroxy-4-octoxyphenyl)-s-triazine